Methyl (1S,2S)-2-(3-chloro-4-cyclopropoxybenzoyl)cyclopropane-1-carboxylate ClC=1C=C(C(=O)[C@@H]2[C@H](C2)C(=O)OC)C=CC1OC1CC1